NC1C2(COC2)CN(C1)C=1C=C2CN3[C@@H](C2=CC1)CN(C[C@H]3C)C3=C1C=CC=NC1=C(C=C3)C#N 5-[(4R,10bS)-8-(5-amino-2-oxa-7-azaspiro[3.4]octan-7-yl)-4-methyl-3,4,6,10b-tetrahydro-1H-pyrazino[2,1-a]isoindol-2-yl]quinoline-8-carbonitrile